((2-methoxyethyl)amino)-5-(5-(trifluoromethyl)-4-((2-(trimethylsilyl)ethoxy)methyl)-4H-1,2,4-triazol-3-yl)pyridinecarbaldehyde COCCNC=1C(=NC=C(C1)C1=NN=C(N1COCC[Si](C)(C)C)C(F)(F)F)C=O